NC1=NC=NN2C1=C(C=C2C2CCOCC2)C2=C(C=C(C=C2)NC(=O)C=2C(N(C=CC2)C2=CC=CC=C2)=O)F N-{4-[4-amino-7-(tetrahydro-2H-pyran-4-yl)pyrrolo[2,1-f][1,2,4]triazin-5-yl]-3-fluorophenyl}-2-oxo-1-phenyl-1,2-dihydropyridine-3-carboxamide